2-methyl-imidazo[1,2-a]pyridine-8-carboxylic acid CC=1N=C2N(C=CC=C2C(=O)O)C1